FC1C(CS(=O)(=O)C1)C(F)(F)F 4-fluoro-3-(trifluoromethyl)sulfolane